tert-butyl (3-(3-(5-aminopyridin-2-yl)isoxazol-5-yl)-5-(4-(Isopropylsulfonyl)phenyl)pyrazin-2-yl)(tert-butoxycarbonyl)carbamate NC=1C=CC(=NC1)C1=NOC(=C1)C=1C(=NC=C(N1)C1=CC=C(C=C1)S(=O)(=O)C(C)C)N(C(OC(C)(C)C)=O)C(=O)OC(C)(C)C